[C@@H]12CNC[C@H]2C1[C@H](C(=O)OCC)C ethyl (R)-2-((1R,5S,6S)-3-azabicyclo[3.1.0]hexan-6-yl)propionate